2-(2,6-dioxopiperidin-3-yl)-5-((4-(3-hydroxypropyl)piperazin-1-yl)methyl)isoindoline O=C1NC(CCC1N1CC2=CC=C(C=C2C1)CN1CCN(CC1)CCCO)=O